FC1(CCC(CC1)C1=CC=C(C=N1)NC(NC1=CN(C2=NC=C(C=C21)F)C2CCN(CC2)C(=O)OC(C)(C)C)=O)F tert-butyl 4-(3-(3-(6-(4,4-difluorocyclohexyl)pyridin-3-yl)ureido)-5-fluoro-1H-pyrrolo[2,3-b]pyridin-1-yl)piperidine-1-carboxylate